(2S,3S)-1-chloro-3-tert-butoxycarbonylamino-4-phenyl-2-butanol ClC[C@H]([C@H](CC1=CC=CC=C1)NC(=O)OC(C)(C)C)O